4-{7-chloro-2-[2-(2-methoxy-ethoxy)-ethoxy]-10,11-dihydro-5H-dibenzo[b,f]azepin-5-yl}-butylamine ClC1=CC2=C(CCC3=C(N2CCCCN)C=CC(=C3)OCCOCCOC)C=C1